3-methyl-3-methoxy-1-butanol CC(CCO)(C)OC